2,4-Di-tert-butyl-6-(5-chloro-2H-benzotriazol-2-yl)phenol C(C)(C)(C)C1=C(C(=CC(=C1)C(C)(C)C)N1N=C2C(=N1)C=CC(=C2)Cl)O